C1(CCCCC1)C=1C(N(C=2N=C(C=NC2C1)C)CC1=NC=CC=C1C(F)(F)F)=O 7-Cyclohexyl-3-methyl-5-{[3-(trifluoromethyl)-2-pyridyl]methyl}-1,4,5-triaza-6(5H)-naphthalenone